3-(8-amino-1-bromoimidazo[1,5-a]pyrazin-3-yl)azetidine-1-carboxylic acid benzyl ester C(C1=CC=CC=C1)OC(=O)N1CC(C1)C1=NC(=C2N1C=CN=C2N)Br